ClC=1C=CC2=C(C(CO2)(C(=O)[O-])C2=C(C=C(C=C2)C(F)(F)F)[N+](=O)[O-])C1 5-chloro-3-(2-nitro-4-(trifluoromethyl)phenyl)-2,3-dihydrobenzofuran-3-carboxylate